2-[3-[4-[5-(4,5-dihydro-1H-imidazol-2-yl)-2-pyridinyl]piperazin-1-yl]-3-oxo-propyl]-3H-quinazolin-4-one N1C(=NCC1)C=1C=CC(=NC1)N1CCN(CC1)C(CCC1=NC2=CC=CC=C2C(N1)=O)=O